bis(p-azidobenzoyl)-hexamethylenediamine N(=[N+]=[N-])C1=CC=C(C(=O)NCCCCCCNC(C2=CC=C(C=C2)N=[N+]=[N-])=O)C=C1